[O-2].[Zr+4].[Hf+4].[La+3] lanthanum hafnium zirconium oxide